CC1=C(OC2=CC=C(C=C2C1=O)C)N1CCOCC1 3,6-dimethyl-2-morpholino-chromen-4-one